Methylbutylisovalerate CC(C(=O)[O-])(C(C)C)CCCC